5-[2-(1,1-Difluoroethyl)-5-(trifluoromethyl)imidazo[4,5-b]pyridin-3-yl]indolin FC(C)(F)C1=NC=2C(=NC(=CC2)C(F)(F)F)N1C=1C=C2CCNC2=CC1